CC(C(O)O)CC(CC)(C)C 2,4,4-Trimethylhexandiol